10-hydroxy-4,6,8-trimethylundecyl benzyloxymethyl ether C(C1=CC=CC=C1)OCOCCCC(CC(CC(CC(C)O)C)C)C